CN1CC2(CN(C2)C2=CC=C(N)C=C2)C1 4-(6-methyl-2,6-diazaspiro[3.3]hept-2-yl)aniline